C1(CCCC1)N(C(=O)C=1NC2=CC=C(C=C2C1CNC=1SC=CN1)C)C N-cyclopentyl-N,5-dimethyl-3-((thiazol-2-ylamino)methyl)-1H-indole-2-carboxamide